NC1=NC2=CC(=C(C=C2C=C1CO)C(=O)N(C1COCC2=CC(=CC=C12)C(F)(F)F)CC1CC1)F 2-amino-N-(cyclopropylmethyl)-7-fluoro-3-(hydroxymethyl)-N-(7-(trifluoromethyl)isochroman-4-yl)quinoline-6-carboxamide